C(C)OC(C)OCC Acetaldehyd-diethylacetal